C(CCCCC(CCCCCC)O)O 1,6-dodecanediol